FC([C@H]1N(C(OC1)=O)C=1N=C2N(CCOC3=C2SC(=C3F)N[C@H](C(=O)N)C)C1)F (S)-2-((9-((S)-4-(difluoromethyl)-2-oxooxazolidin-3-yl)-3-fluoro-5,6-dihydroimidazo[1,2-d]thieno[2,3-f][1,4]oxazepin-2-yl)amino)propanamide